P(=O)(OCC1=CC=CC=C1)(OCC1=CC=CC=C1)OC[C@H]([C@H]([C@@H](COCC1=CC=CC=C1)O)OCC1=CC=CC=C1)OCC1=CC=CC=C1 dibenzyl [(2R,3S,4R)-4-hydroxy-2,3,5-tris(phenylmethoxy)pentyl] phosphate